O(C1=CC=CC=C1)C1=NC=CC(=N1)NC1=C(C(=O)O)C=CC=C1 2-[(2-Phenoxypyrimidin-4-yl)amino]benzoic acid